C(=C)(C)C=1C=C(C=CC1)[SiH2]C1=CC(=CC=C1)C(=C)C di(3-isopropenylphenyl)silane